CC(C)C[O-].CC(C)C[O-].C(C)CC(CC(=O)[O-])=O.C(C)CC(CC(=O)[O-])=O.[Ti+4] titanium(IV) bis(ethylacetoacetate) diisobutoxide